((1R,5S)-3-((R)-3-cyclohexyl-2-methylpropanoyl)-8-hydroxy-3-azabicyclo[3.2.1]Oct-8-yl)methyl-6-(2-fluorophenyl)pyrimidin-4(3H)-one C1(CCCCC1)C[C@H](C(=O)N1C[C@H]2CC[C@@H](C1)C2(O)CC2=NC(=CC(N2)=O)C2=C(C=CC=C2)F)C